C(C)OC(=O)C1=C(N=C(N1N)C1COCCC1)C1=CC=C(C=C1)CNC(C1=C(C=CC(=C1)F)OC)=O 1-amino-4-(4-((5-fluoro-2-methoxybenzamido)methyl)phenyl)-2-(tetrahydro-2H-pyran-3-yl)-1H-imidazole-5-carboxylic acid ethyl ester